monoisopropoxytitanium C(C)(C)O[Ti]